ethyl 2-(3-(dimethylamino)prop-1-yn-1-yl)thiazole-5-carboxylate CN(CC#CC=1SC(=CN1)C(=O)OCC)C